C(C)(C)(C)OC(=O)NC1(CC2=CC(=CC=C2CC1)OC1=CC(=CC=C1)C1=CC2=CC=CC=C2C=C1)C(=O)OC methyl 2-((tert-butoxycarbonyl)amino)-7-(3-(naphthalene-2-yl)phenoxy)-1,2,3,4-tetrahydronaphthalene-2-carboxylate